(1R*,3R*)-1-([1,1'-biphenyl]-3-ylmethyl)-3-hydroxycyclopentane-1-carboxylate C1(=CC(=CC=C1)C[C@]1(C[C@@H](CC1)O)C(=O)[O-])C1=CC=CC=C1 |o1:7,9|